C(#N)C1=C(C(=NC(=C1)C1=CC(=CC=C1)C(F)(F)F)C(CCC(=O)O)=O)O 4-[4-Cyano-3-hydroxy-6-(3-trifluoromethyl-phenyl)-pyridin-2-yl]-4-oxo-butyric acid